1-benzyl-6-(methylthio)-5-phenyl-3,5-dihydroimidazo[4,5-c][1,2]thiazine-4(1H)-one C(C1=CC=CC=C1)N1SCC(C2=C1N=C(N2C2=CC=CC=C2)SC)=O